N1-((1-(2,6-dioxopiperidin-3-yl)-2-oxo-1,2-dihydrobenzo[cd]indol-6-yl)methyl)-N6,N6-diisopropyladipamide O=C1NC(CCC1N1C(C2=C3C(C(=CC=C13)CNC(CCCCC(=O)N(C(C)C)C(C)C)=O)=CC=C2)=O)=O